N1(CCOCC1)C(=O)C1(CC1)C(=O)OC methyl 1-(morpholine-4-carbonyl)cyclopropane-1-carboxylate